COC1=C(C=CC(=C1)C1=CN=C2N1C=C(N=C2)C=2C=NC(=CC2)N2CCN(CC2)C)O 2-methoxy-4-[6-[6-(4-methylpiperazin-1-yl)-3-pyridyl]imidazo[1,2-a]pyrazin-3-yl]phenol